ClC=1C2=CN(N=C2C=CC1C(O)C1=NC(=C(N=C1Cl)Cl)C)C (4-chloro-2-methyl-2H-indazol-5-yl)(3,5-dichloro-6-methylpyrazin-2-yl)methanol